C12(CC3CC(CC(C1)C3)C2)CNC(=O)C=2N=NC(=CC2)N2CCN(CC2)C(=O)C=2C=NC=C(C2)C#CC=2C=NC=C(C2)O N-(1-Adamantylmethyl)-6-[4-[5-[2-(5-hydroxypyridin-3-yl)ethynyl]pyridine-3-carbonyl]piperazin-1-yl]pyridazine-3-carboxamide